3-chloro-N-((3aR,5r,6aS)-2-(5-(3-cyano-6-(1-methyl-1H-pyrazol-4-yl)pyrazolo[1,5-a]pyridin-4-yl)pyrazin-2-yl)-5-methyloctahydrocyclopenta[c]pyrrol-5-yl)picolinamide ClC=1C(=NC=CC1)C(=O)NC1(C[C@@H]2[C@@H](CN(C2)C2=NC=C(N=C2)C=2C=3N(C=C(C2)C=2C=NN(C2)C)N=CC3C#N)C1)C